O1C[C@@H](CC1)OC(NC1=CC2=C(C=N1)C=C(N2)C2=CC(=NC=C2)C)=O (R)-2-(2-methylpyridin-4-yl)-1H-pyrrolo[3,2-c]pyridin-6-ylcarbamic acid tetrahydrofuran-3-yl ester